ClC1=C(C(=O)N2CCC(CC2)C(=O)NC2CCNCC2)C=CC(=C1)NC(=O)C=1N(C(=CN1)C1=C(C(=C(C=C1)OC(F)F)F)F)C 1-[2-chloro-4-[[5-[4-(difluoromethoxy)-2,3-difluoro-phenyl]-1-methyl-imidazole-2-carbonyl]amino]benzoyl]-N-(4-piperidinyl)piperidine-4-carboxamide